FC1=C(C(=CC=C1OC)F)C=1C(=C2C(=NC(=NN2C1)C=1N(C=CN1)C)NC1CC(C1)OC)C1=CC=CC=C1 6-(2,6-Difluoro-3-methoxyphenyl)-N-((1r,3r)-3-methoxycyclobutyl)-2-(1-methyl-1H-imidazol-2-yl)-5-phenylpyrrolo[2,1-f][1,2,4]triazin-4-amine